(S)-3-(5-(((S)-1-((2-((R*)-2-methyl-5-oxa-2-azaspiro[3.4]octan-7-yl)quinolin-6-yl)methyl)pyrrolidin-3-yl)oxy)-1-oxoisoindolin-2-yl)piperidine-2,6-dione CN1CC2(C1)OC[C@H](C2)C2=NC1=CC=C(C=C1C=C2)CN2C[C@H](CC2)OC=2C=C1CN(C(C1=CC2)=O)[C@@H]2C(NC(CC2)=O)=O |o1:7|